racemic-methyl 2-(2,2,7-trifluoro-3-oxo-6-(2,3,5,6-tetrafluorophenyl)-2,3-dihydro-4H-benzo[b][1,4]oxazin-4-yl)propanoate FC1(C(N(C2=C(O1)C=C(C(=C2)C2=C(C(=CC(=C2F)F)F)F)F)[C@@H](C(=O)OC)C)=O)F |r|